(biphenylyl)(diphenyl-triazinyl)dimethyldiazaindenofluorene C1(=C(C=CC=C1)C1=C2C=3C=CC=CC3C=C2C=2C(=C1C1=NN=NC(=C1C1=CC=CC=C1)C1=CC=CC=C1)C1=C(C(=NN=C1C2)C)C)C2=CC=CC=C2